(E)-2-(tert-butyl)-6-((phenylimino)methyl)phenol C(C)(C)(C)C1=C(C(=CC=C1)/C=N/C1=CC=CC=C1)O